OC1=C(C2=CC=C(C=C2C=C1)N1CCCCC1)C=O 2-Hydroxy-6-(piperidin-1-yl)-1-naphthaldehyde